CN1N=CC(=C1)C(=O)N1CC2=C(CC1)C=C(S2)C2=NOC(=N2)C(F)(F)F (1-methyl-1H-pyrazol-4-yl)(2-(5-(trifluoromethyl)-1,2,4-oxadiazol-3-yl)-4,7-dihydrothieno[2,3-c]pyridin-6(5H)-yl)methanone